N(=[N+]=[N-])C(C)(C)C1=CN=C(C2=CN=C(C=C12)Cl)O[C@@H]1C[C@H](C1)S(=O)(=O)N(C)C trans-3-((4-(2-Azidopropan-2-yl)-6-chloro-2,7-naphthyridin-1-yl)oxy)-N,N-dimethylcyclobutane-1-sulfonamide